ClC=1C=C2CCC[C@]3(C2=CC1)CN(C1=C(OC3)C=CC(=C1)C(=O)O)C[C@H]1[C@@H](CC1)[C@H](C=C)O (S)-6'-chloro-5-(((1R,2R)-2-((S)-1-hydroxyallyl)cyclobutyl)methyl)-3',4,4',5-tetrahydro-2h,2'h-spiro[benzo[b][1,4]oxazepine-3,1'-naphthalene]-7-carboxylic Acid